[2-[4-(4-methylpyrazolo[1,5-a]pyridin-2-yl)-1,4,6,7-tetrahydroimidazo[4,5-c]pyridin-5-yl]pyrimidin-5-yl]-phenyl-methanol CC=1C=2N(C=CC1)N=C(C2)C2N(CCC1=C2N=CN1)C1=NC=C(C=N1)C(O)C1=CC=CC=C1